ethyl (2Z)-3-[(dimethylcarbamoyl) amino]-4,4,4-trifluorobut-2-enoate CN(C(=O)N\C(=C/C(=O)OCC)\C(F)(F)F)C